1-[2-[4-[3-[1-(5-chloropyrimidin-2-yl)-4-piperidinyl]propoxy]-2-fluoro-phenyl]acetyl]-3-(methoxymethyl)-N-[(2s,3r,4r,5r)-2,3,4,5,6-pentahydroxyhexyl]pyrrolidine-3-carboxamide ClC=1C=NC(=NC1)N1CCC(CC1)CCCOC1=CC(=C(C=C1)CC(=O)N1CC(CC1)(C(=O)NC[C@@H]([C@H]([C@@H]([C@@H](CO)O)O)O)O)COC)F